(Z)-N'-(imidazo[1,2-a]pyridin-2-ylmethylene)-3-methoxybenzohydrazide N=1C(=CN2C1C=CC=C2)\C=N/NC(C2=CC(=CC=C2)OC)=O